8-bromo-7-methylquinolin-5-amine BrC1=C(C=C(C=2C=CC=NC12)N)C